ClC1=NC(=C2C(=N1)N(N=C2)[C@@H]2O[C@@H]([C@@H]1[C@H]2OC(O1)(C)C)COCP(OC(C)(C)C)(OC(C)(C)C)=O)NC1CCCC1 Di-tert-Butyl ((((3aR,4R,6R,6aR)-6-(6-chloro-4-(cyclopentylamino)-1H-pyrazolo[3,4-d]pyrimidin-1-yl)-2,2-dimethyltetrahydrofuro[3,4-d][1,3]dioxol-4-yl)methoxy)methyl)phosphonate